bromoheptyl decanoate C(CCCCCCCCC)(=O)OCCCCCCCBr